tert-butyl 1-(9H-fluoren-9-yl)-11-(2-hydroxyethyl)-3,10-dioxo-2,7,14,17,20-pentaoxa-4,11-diazatricosan-23-oate C1=CC=CC=2C3=CC=CC=C3C(C12)COC(NCCOCCC(N(CCOCCOCCOCCC(=O)OC(C)(C)C)CCO)=O)=O